4-(Dimethylamino)butyric acid HCl salt Cl.CN(CCCC(=O)O)C